(2s,4r)-4-hydroxypyrrolidine-2-carboxamide hydrochloride Cl.O[C@@H]1C[C@H](NC1)C(=O)N